methyl 4-((2-chloro-7-(8-ethyl-7-fluoro-3-(methoxymethoxy)naphthalen-1-yl)-8-fluoropyrido[4,3-d]pyrimidin-4-yl)(methyl)amino)butanoate ClC=1N=C(C2=C(N1)C(=C(N=C2)C2=CC(=CC1=CC=C(C(=C21)CC)F)OCOC)F)N(CCCC(=O)OC)C